2-azido-3-(4-nitro-1H-pyrazol-1-yl)pyrazine N(=[N+]=[N-])C1=NC=CN=C1N1N=CC(=C1)[N+](=O)[O-]